7-[(5-chloro-2-pyridyl)methyl]-2-azaspiro[3.5]nonane ClC=1C=CC(=NC1)CC1CCC2(CNC2)CC1